1-[3-acetyl-6-[5-[(2-oxo-1-piperidyl)methyl]benzimidazol-1-yl]-2-pyridyl]-5-methyl-pyrazole-3-carbonitrile C(C)(=O)C=1C(=NC(=CC1)N1C=NC2=C1C=CC(=C2)CN2C(CCCC2)=O)N2N=C(C=C2C)C#N